2-(2-Oxo-2-(4-(5-(trifluoromethyl)pyrimidin-2-yl)piperazin-1-yl)ethyl)-2H-indazole-7-carboxamide O=C(CN1N=C2C(=CC=CC2=C1)C(=O)N)N1CCN(CC1)C1=NC=C(C=N1)C(F)(F)F